2-[6-(1,6-Diazaspiro[3.5]nonan-1-yl)[1,3]thiazolo[4,5-c]pyridazin-3-yl]-5-(1H-pyrazol-4-yl)phenol N1(CCC12CNCCC2)C=2SC1=C(N=NC(=C1)C1=C(C=C(C=C1)C=1C=NNC1)O)N2